N1=CC(=CC=C1)C1=NN2C(NC=3C=CC=CC3C2=N1)=S 2-(pyridin-3-yl)[1,2,4]triazolo[1,5-c]quinazolin-5(6H)-thione